C(C)C=1C=CC(=C(C1)S(=O)(=O)NC1=NOC2=C1C=CC(=C2)C=2C=NN(C2)C)OC 5-ethyl-2-methoxy-N-(6-(1-methyl-1H-pyrazol-4-yl)benzo[d]isoxazol-3-yl)benzenesulfonamide